OCCOC1=CC=CC=C1 4-(2-hydroxyethoxy)benzene